ClC1=NC=CC(=N1)N[C@@H]1CC[C@H](CC1)O (trans)-4-((2-chloropyrimidin-4-yl)amino)cyclohexan-1-ol